(1R,4s)-4-(2-((3S,4S)-3-methyltetrahydro-2H-pyran-4-ylamino)-8-(2,4,6-trifluorophenylamino)-9H-purin-9-yl)cyclohexanecarboxamide C[C@@H]1COCC[C@@H]1NC1=NC=C2N=C(N(C2=N1)C1CCC(CC1)C(=O)N)NC1=C(C=C(C=C1F)F)F